CC1C23C(C(C1C)(C=O)C)CC(CC2)C3 2,3,4-trimethyltricyclo[5.2.1.01,5]decane-4-carbaldehyde